3-[(3-chloro-2-methoxyphenyl)amino]-2-(3-{[(2R)-1-[(2E)-4-(pyrrolidin-1-yl)but-2-enoyl]azetidin-2-yl]methoxy}pyridin-4-yl)-1H,5H,6H,7H-pyrrolo[3,2-c]pyridin-4-one ClC=1C(=C(C=CC1)NC1=C(NC2=C1C(NCC2)=O)C2=C(C=NC=C2)OC[C@@H]2N(CC2)C(\C=C\CN2CCCC2)=O)OC